BrC1=CC(=C(C=C1)C=N[S@](=O)C(C)(C)C)C (R)-N-[(4-bromo-2-methylphenyl)methylene]-2-methyl-propane-2-sulfinamide